[Br-].[Sn+](=O)=O tin dioxide bromide